[C+4].S(=O)(=O)([O-])[O-].[Zn+2].S(=O)(=O)([O-])[O-].S(=O)(=O)([O-])[O-] zinc sulfate carbon